8-bromo-1,3,5,7-tetramethyl-2,4,6-trioxa-8-phosphatricyclo[3.3.1.13,7]decane BrP1C2(OC3(OC(OC1(C3)C)(C2)C)C)C